cis-propenyl-molybdenum borate B([O-])([O-])[O-].C(=C/C)/[Mo+3]